4-bromo-1-isobutylpyridin-2(1H)-one BrC1=CC(N(C=C1)CC(C)C)=O